2-(3-hydroxy-3,3-di(thiophen-2-yl)prop-1-yn-1-yl)benzaldehyde OC(C#CC1=C(C=O)C=CC=C1)(C=1SC=CC1)C=1SC=CC1